(4-amino-[1,2,4]triazolo[4,3-a]quinoxalin-8-yl)(3-methyl-5-(5-(trifluoromethoxy)pyridin-2-yl)morpholino)methanone NC=1C=2N(C3=CC(=CC=C3N1)C(=O)N1C(COCC1C1=NC=C(C=C1)OC(F)(F)F)C)C=NN2